Tert-butyl (S)-(1-(6-((tert-butoxycarbonyl)amino)hexyl)-2-oxoazepan-3-yl)carbamate C(C)(C)(C)OC(=O)NCCCCCCN1C([C@H](CCCC1)NC(OC(C)(C)C)=O)=O